BrC=1C(=NC(=CC1)C(=O)OC)OC[C@@H]1N(CCN(C1)C(=O)OCC1=CC=CC=C1)C(=O)OC(C)(C)C 4-benzyl 1-(tert-butyl) (R)-2-(((3-bromo-6-(methoxycarbonyl) pyridin-2-yl)oxy)methyl)piperazine-1,4-dicarboxylate